N1-(3-(piperidin-1-yl)benzyl)-N2-(1H-pyrrolo[3,2-b]pyridin-3-yl)oxalamide N1(CCCCC1)C=1C=C(CNC(C(=O)NC2=CNC=3C2=NC=CC3)=O)C=CC1